CN1C[C@H]2[C@@H](CC1)CCN2C2=CC=C(N=N2)C2=C(C=C(C=C2C)C(F)(F)F)O 2-[6-[(3aS,7aR)-6-methyl-3,3a,4,5,7,7a-hexahydro-2H-pyrrolo[2,3-c]pyridin-1-yl]pyridazin-3-yl]-3-methyl-5-(trifluoromethyl)phenol